(S)-1-((1-(((tert-butyldimethylsilyl)oxy)methyl)cyclopentyl)methyl)-6-chloro-3-(3-(((2,2,2-trifluoroethyl)sulfonyl)methyl)pyrrolidin-1-yl)-1H-pyrazolo[4,3-c]pyridine [Si](C)(C)(C(C)(C)C)OCC1(CCCC1)CN1N=C(C=2C=NC(=CC21)Cl)N2C[C@H](CC2)CS(=O)(=O)CC(F)(F)F